trans-Methyl 4-((4-bromopyridin-2-yl)((4-(4-methoxy-3-methylphenyl)bicyclo[2.2.2]octan-1-yl)methyl)carbamoyl)cyclohexane-carboxylate BrC1=CC(=NC=C1)N(C(=O)[C@@H]1CC[C@H](CC1)C(=O)OC)CC12CCC(CC1)(CC2)C2=CC(=C(C=C2)OC)C